1-pentadecanoyl-2-(9Z,12Z-octadecadienoyl)-glycero-3-phospho-(1'-sn-glycerol) CCCCCCCCCCCCCCC(=O)OC[C@H](COP(=O)(O)OC[C@H](CO)O)OC(=O)CCCCCCC/C=C\C/C=C\CCCCC